4-{(3S,7S)-2,8-dioxa-10-azatricyclo[7.4.0.03,7]trideca-1(13),9,11-trien-12-ylamino}-2-{3-methoxy-4-[(1s,3R)-3-(dimethylamino)cyclobutoxy]phenylamino}pyrimidine C=12O[C@H]3CCC[C@@H]3OC2=NC=C(C1)NC1=NC(=NC=C1)NC1=CC(=C(C=C1)OC1CC(C1)N(C)C)OC